4-Hydroxy-N-((6-(4-methyl-1H-pyrazol-1-yl)pyridin-3-yl)methyl)-N-(4-(5-methylpyrazin-2-yl)pyridin-2-yl)cyclohexanecarboxamide OC1CCC(CC1)C(=O)N(C1=NC=CC(=C1)C1=NC=C(N=C1)C)CC=1C=NC(=CC1)N1N=CC(=C1)C